bis(4,4'-di-tert-butyl-2,2'-bipyridine) iridium (III) hexafluorophosphate F[P-](F)(F)(F)(F)F.[Ir+3].C(C)(C)(C)C1=CC(=NC=C1)C1=NC=CC(=C1)C(C)(C)C.C(C)(C)(C)C1=CC(=NC=C1)C1=NC=CC(=C1)C(C)(C)C.F[P-](F)(F)(F)(F)F.F[P-](F)(F)(F)(F)F